ClC=1N=NC=C(C1C(=O)O)OC1=CC(=CC=C1)C1CC1 3-chloro-5-(3-cyclopropylphenoxy)pyridazine-4-carboxylic acid